BrC=1C=C(CN2C(C=C(C=C2)C=2C=C3C(=NNC3=CC2)C=2C=NC(=CC2)OC(C)C)=O)C=C(C1)F 1-(3-bromo-5-fluorobenzyl)-4-(3-(6-isopropoxypyridin-3-yl)-1H-indazol-5-yl)pyridin-2(1H)-one